1,2-cyclobutanedicarboxylic acid dichloride C1(C(CC1)C(=O)Cl)C(=O)Cl